Cl.NC1=C(C=C(C=C1)Cl)C=1N=CN(C(C1)=O)[C@H]1CCC[C@H](C(NC=2C=NN(C2C=2C=CN=C1C2)C)=O)C (9R,13S)-13-[4-(2-amino-5-chlorophenyl)-6-oxo-1,6-dihydropyrimidin-1-yl]-3,9-dimethyl-3,4,7,15-tetraazatricyclo[12.3.1.02,6]octadeca-1(18),2(6),4,14,16-pentaen-8-one hydrochloride